2-cyclopropyl-5-(2-cyclopropyl-1-methyl-1H-imidazol-5-yl)pyrimidine C1(CC1)C1=NC=C(C=N1)C1=CN=C(N1C)C1CC1